C(C)N1C(N(C=C(C1=O)C)CC1=NOC(=N1)C1=C(C(=C(C(=C1)F)F)OCC1=CC=C(C=C1)OC)F)=O 3-ethyl-5-methyl-1-((5-(2,4,5-trifluoro-3-((4-methoxybenzyl)oxy)phenyl)-1,2,4-oxadiazol-3-yl)methyl)pyrimidine-2,4(1H,3H)-dione